BrC1=CC=C2C(=NC(=NC2=C1F)OC[C@]12CCCN2C[C@@H](C1)F)N1C[C@H]2CC[C@@H](C1)N2C(=O)OC(C)(C)C Tert-butyl (1R,5S)-3-(7-bromo-8-fluoro-2-(((2R,7aS)-2-fluorotetrahydro-1H-pyrrolizin-7a(5H)-yl)methoxy)quinazolin-4-yl)-3,8-diazabicyclo[3.2.1]octane-8-carboxylate